azobis[N-(2-hydroxyethyl)-2-methylpropionamide] N(=NC(C(=O)NCCO)(C)C)C(C(=O)NCCO)(C)C